N-(4-((2-(1,1-difluoroethyl)-6-(5-fluoropyridin-2-yl)pyrimidin-4-yl)amino)-5-methoxypyridin-2-yl)acetamide FC(C)(F)C1=NC(=CC(=N1)NC1=CC(=NC=C1OC)NC(C)=O)C1=NC=C(C=C1)F